C(CCC(=O)[O-])(=O)OC(C)(C)C mono(t-butyl) succinate